The molecule is the L-enantiomer of selenocysteine. It has a role as a human metabolite. It is a L-alpha-amino acid, a selenocysteine, a proteinogenic amino acid and a L-alanine derivative. It is a conjugate base of a L-selenocysteinium. It is a conjugate acid of a L-selenocysteinate(1-). It is an enantiomer of a D-selenocysteine. It is a tautomer of a L-selenocysteine zwitterion. C([C@@H](C(=O)O)N)[Se]